N-[4-chloro-5-cyano-2-(hydroxymethyl)phenyl]-2,2-dimethylpropionamide ClC1=CC(=C(C=C1C#N)NC(C(C)(C)C)=O)CO